L-phenylalanine-D8 [2H]C1=C(C(=C(C(=C1[2H])[2H])C([2H])([2H])[C@@]([2H])(C(=O)O)N)[2H])[2H]